N1CCC(CC1)N1N=C(C=C1)NC=1C=2N(C(=CN1)C=1C=C(C=CC1)C)C=CN2 N-(1-(piperidin-4-yl)-1H-pyrazol-3-yl)-5-(m-tolyl)imidazo[1,2-a]pyrazin-8-amine